C(C)(C)(C)P(C(C)(C)C)C[Si](Cl)(CP(C(C)(C)C)C(C)(C)C)CP(C(C)(C)C)C(C)(C)C tri-(di-tert-butylphosphinomethyl)chlorosilane